(E)-2-(2-nitrobenzoyl)-1H-imidazo[4,5-f][1,10]phenanthroline [N+](=O)([O-])C1=C(C(=O)C=2NC=3C(=C4C=CC=NC4=C4N=CC=CC34)N2)C=CC=C1